2,2,6,6-tetramethylhexane CC(C)(CCCC(C)C)C